FC(C=1C=C(C(=O)N2CCC(CC2)(C(=O)OC)NC(C2=CC=C(C=C2)C2=CC=C(C=C2)OC)=O)C=C(C1)C(F)(F)F)(F)F methyl 1-[3,5-bis(trifluoromethyl)benzoyl]-4-[[4-(4-methoxyphenyl)benzoyl]amino]piperidine-4-carboxylate